OC=1C=C(C=CC1N)C1=CC(=C(C=C1)N)O 3,3'-dihydroxy-4,4'-biphenyldiamine